4-(4,7-di(pyridin-3-yl)-6,7-dihydro-5H-pyrrolo[2,3-d]pyrimidin-2-yl)morpholine N1=CC(=CC=C1)C=1C2=C(N=C(N1)N1CCOCC1)N(CC2)C=2C=NC=CC2